(E)-4-(3,3-Difluoropyrrolidin-1-yl)-N-(2-(2,4-dihydroxy-5-methylbenzoyl)isoindolin-4-yl)but-2-enamide FC1(CN(CC1)C/C=C/C(=O)NC1=C2CN(CC2=CC=C1)C(C1=C(C=C(C(=C1)C)O)O)=O)F